4-(2-(5-nitropyrazolo[3,4-b]pyridin-3-yl)-1H-benzimidazol-6-yl)morpholine [N+](=O)([O-])C=1C=C2C(=NC1)NN=C2C2=NC1=C(N2)C=C(C=C1)N1CCOCC1